2-(pyridyldithio)-ethylamine hydrochloride Cl.N1=C(C=CC=C1)SSCCN